N(=C=O)CCOC(C(=C)C)=O 2-isocyanatoethylmethacrylate